1-[1-[2-amino-4-(trifluoromethoxy)benzoyl]-4-piperidyl]-6-norcaran-1-yl-3H-imidazo[4,5-b]pyridin-2-one NC1=C(C(=O)N2CCC(CC2)N2C(NC3=NC=C(C=C32)C32CCCCC3C2)=O)C=CC(=C1)OC(F)(F)F